C(CCCCCCCCCCCCC)OC(CCCCCCCCCCCCC)=O.N1CC(C1)NC=1C=CC(=C(C1)C(C(=O)N)(CC)N1C=2C(=CC(=C1)Cl)N=C(N2)SCC2=CC=C(C=C2)F)C (5-(azetidin-3-ylamino)-2-methylphenyl)-2-(6-chloro-2-((4-fluorobenzyl)thio)-4H-imidazo[4,5-b]pyridin-4-yl)butanamide Tetradecyl-tetradecanoate